tert-butyl (1-(3-fluoro-4-(7-((3-(4-fluoropiperidin-1-yl)propyl)carbamoyl)benzo[d]imidazo[2,1-b]thiazol-2-yl)phenyl)cyclopropyl)carbamate FC=1C=C(C=CC1C=1N=C2SC3=C(N2C1)C=CC(=C3)C(NCCCN3CCC(CC3)F)=O)C3(CC3)NC(OC(C)(C)C)=O